[2-(2,4-difluorophenyl)tetrazol-5-yl]-[4-methyl-4-(1-methylpyrazol-4-yl)-1,3-dihydroisoquinolin-2-yl]methanone FC1=C(C=CC(=C1)F)N1N=C(N=N1)C(=O)N1CC2=CC=CC=C2C(C1)(C=1C=NN(C1)C)C